[Na+].[Na+].S(=O)(=O)(O)C(C(=O)[O-])CC(=O)[O-].C(CC(O)(C(=O)O)CC(=O)O)(=O)OCCCCCCCCCCCC lauryl citrate sulfosuccinate disodium